ClC=1C(=C(C=CC1)NC1=NC=NC2=CC(=C(C=C12)[N+](=O)[O-])C#CC1(CN(CC1(F)F)C)C)F N-(3-chloro-2-fluorophenyl)-7-((4,4-difluoro-1,3-dimethylpyrrolidin-3-yl)ethynyl)-6-nitroquinazolin-4-amine